[1,1'-biphenyl]-3,4'-dicarbaldehyde C1(=CC(=CC=C1)C=O)C1=CC=C(C=C1)C=O